C(C)(C)(C)OC(=O)NCCCN(CCCC(=O)OCC1=CC=CC=C1)C benzyl 4-[3-(tert-butoxycarbonylamino)propyl-methyl-amino]butanoate